6-(aminomethyl)-N-(4-chlorophenyl)-2-morpholinopyrimidin-4-amine NCC1=CC(=NC(=N1)N1CCOCC1)NC1=CC=C(C=C1)Cl